1,3-dimethyl-4,5-diiodoimidazole iodonium salt [IH2+].CN1CN(C(=C1I)I)C